[K+].OC(CC(=O)[O-])(C)C 3-hydroxy-3-methylbutyrate potassium